7-fluoro-8-(3-piperidinyl)-1,2,3,4-tetrahydrocyclopenta[b]indole-5-carboxamide FC=1C(=C2C3=C(NC2=C(C1)C(=O)N)CCC3)C3CNCCC3